3-(4-bromo-5-fluoro-2-methoxyphenyl)-7-oxa-2-azaspiro[3.5]nonan-1-one BrC1=CC(=C(C=C1F)C1NC(C12CCOCC2)=O)OC